S1C(=NC=C1)C1=NOC=C1 3-(1,3-thiazol-2-yl)-1,2-oxazol